C(C)(C)(C)OC(N(CC1=CC=C(C=C1)C1=NC=CC=C1)C1=CC(=NC=2N1N=CC2C2CC2)Cl)=O (5-chloro-3-cyclopropylpyrazolo[1,5-a]pyrimidin-7-yl)(4-(pyridin-2-yl)benzyl)carbamic acid tert-butyl ester